(2S,4R)-1-(2-(3-acetyl-5-(2-(methylsulfonyl)pyrimidin-5-yl)-1H-indol-1-yl)acetyl)-N-(2'-chloro-2-fluorobiphenyl-3-yl)-4-fluoropyrrolidine-2-carboxamide C(C)(=O)C1=CN(C2=CC=C(C=C12)C=1C=NC(=NC1)S(=O)(=O)C)CC(=O)N1[C@@H](C[C@H](C1)F)C(=O)NC=1C(=C(C=CC1)C1=C(C=CC=C1)Cl)F